C(=C)C1=CC=C(C(=O)O)C=C1 4-vinylbenzoic acid